6-Methoxy-1-(pyridin-2-yl)-2-(spiro[cyclobutane-1,1'-inden]-2'-yl)-1H-indole COC1=CC=C2C=C(N(C2=C1)C1=NC=CC=C1)C=1C2(C3=CC=CC=C3C1)CCC2